FC1=C(C(=O)[O-])C=CC(=C1)C1=C(N(C=2C=C3C=NN(C3=CC21)S(=O)(=O)C2=CC=C(C=C2)C)C2=CC=C(C=C2)F)C(C)C 2-fluoro-4-[5-(4-fluorophenyl)-6-isopropyl-1-(p-tolylsulfonyl)pyrrolo[2,3-f]indazol-7-yl]benzoate